BrC1=CC=C2C=C(C(N(C2=C1)CC1=NC=CC=C1)=O)C(=O)[O-] 7-bromo-2-oxo-1-(pyridin-2-ylmethyl)-1,2-dihydroquinoline-3-carboxylate